C1(CC1)[C@@H](NCC)C1=NC=C(C=C1)C(F)(F)F (R)-N-(cyclopropyl(5-(trifluoromethyl)pyridin-2-yl)methyl)ethanamine